COC=1C=C2C=CC(=CC2=CC1)B1OC(C(O1)(C)C)(C)C 2-(6-Methoxynaphthalen-2-yl)-4,4,5,5-tetramethyl-1,3,2-dioxaborolane